COC1=CC=C(OCCCN(CCC2=CC=C(OC(C(=O)OCC)(C)C)C=C2)C2=CC(=CC=C2)C(F)(F)F)C=C1 ethyl 2-[4-[2-[(3-(4-methoxyphenoxy) propyl) (3-trifluoromethylphenyl) amino] ethyl] phenoxy]-2-methylpropionate